tert-butyl 4-[4-[[(1R)-1-[3-amino-5-(trifluoromethyl)phenyl]ethyl]amino]-2-methyl-7-oxo-8H-pyrido[2,3-d]pyrimidin-6-yl]piperidine-1-carboxylate NC=1C=C(C=C(C1)C(F)(F)F)[C@@H](C)NC=1C2=C(N=C(N1)C)NC(C(=C2)C2CCN(CC2)C(=O)OC(C)(C)C)=O